Bis(2-((3r,5r,7r)-adamantane-1-yl)ethyl) 11-(2-(diethylamino)ethyl)-5,17-dihexyl-7,15-dioxo-6,8,14,16-tetraoxa-11-azahenicosanedioate C(C)N(CCN(CCOC(OC(CCCC(=O)OCCC12CC3CC(CC(C1)C3)C2)CCCCCC)=O)CCOC(OC(CCCC(=O)OCCC23CC1CC(CC(C2)C1)C3)CCCCCC)=O)CC